FC(C1=CC=C(C=C1)S(=O)C1=NC=CC2=CC=CC=C12)(F)F 1-((4-(Trifluoromethyl)Phenyl)Sulfinyl)Isoquinoline